Cl.Cl.FC=1C=C(C=CC1)[C@H](CNC(CN1CCC(CC1)OC)(C)C)O (R)-1-(3-Fluorophenyl)-2-((1-(4-methoxypiperidin-1-yl)-2-methyl-propan-2-yl)amino)ethan-1-ol dihydrochloride